N1CC(C1)CN1C(C=NC2=CC(=C(C=C12)Cl)C1=CC(=CC2=CC=CC=C12)O)=O 1-(Azetidin-3-ylmethyl)-7-chloro-6-(3-hydroxynaphthalen-1-yl)quinoxalin-2(1H)-one